FC=1N(N=C2C(N(N=CC21)[C@@H]2C[C@@H](OCC2)C)=O)CC2=C(C=CC=C2)F 3-fluoro-2-[(2-fluorophenyl)methyl]-6-[(2S,4S)-2-methyltetrahydropyran-4-yl]pyrazolo[3,4-d]pyridazin-7-one